CN(CC(COCCCCCCCC\C=C/C\C=C/CCCCC)OC(CCC)O[C@@H]1CC2=CC[C@H]3[C@@H]4CC[C@H]([C@@H](CCCC(C)C)C)[C@]4(CC[C@@H]3[C@]2(CC1)C)C)C 3-dimethylamino-2-(cholest-5-ene-3β-oxybutane-4-oxy)-1-(cis,cis-9,12-octadecadienyloxy)propane